C(#CC)C1C(C1)C(=O)O 2-(prop-1-yn-1-yl)cyclopropane-1-carboxylic acid